N1(N=CC=C1)C1CCN(CC1)C(=O)C1=NC2=CC=C(C=C2C(=C1)C(=O)N1CCCCC1)OCC=1C(=C2COC(C2=CC1)=O)C 5-(((2-(4-(1H-pyrazol-1-yl)-piperidine-1-carbonyl)-4-(piperidine-1-carbonyl)-quinolin-6-yl)oxy)methyl)-4-methylisobenzofuran-1(3H)-one